BrC1=C(C=C2C(N(C(C2=C1)=O)C1C(NC(CC1)=O)=O)=O)CN(C1CCN(CC1)C1=CC=C(C=C1)NC1=NC=C(C(=N1)NCC=1C=CC=CC1)C(F)(F)F)C 3-(((2-((4-(4-(((6-bromo-2-(2,6-dioxopiperidin-3-yl)-1,3-dioxoisoIndoline-5-yl)methyl)(methyl)amino)piperidin-1-yl)phenyl)amino)-5-(trifluoromethyl)pyrimidin-4-yl)amino)methyl)benzene